FC(S(=O)(=O)OC=1C2=C(N=C(N1)SC)CCOC2)(F)F 2-(methylthio)-7,8-dihydro-5H-pyrano[4,3-d]pyrimidin-4-yl trifluoromethanesulfonate